N=1C=CN2C=NC=CC21 imidazolo[1,2-c]pyrimidin